FC1=C(CNC=2C=CC(=C(C(=O)O)C2)OC(F)(F)F)C(=C(C(=C1F)C(F)(F)F)F)F 5-(2,3,5,6-tetrafluoro-4-trifluoromethylbenzylamino)-2-trifluoromethoxybenzoic acid